(S)-2-(2,4-dimethylpiperazin-1-yl)-N-(6-(1-methyl-1H-pyrazol-4-yl)isoquinolin-3-yl)acetamide C[C@@H]1N(CCN(C1)C)CC(=O)NC=1N=CC2=CC=C(C=C2C1)C=1C=NN(C1)C